N-(1-(1-(2,4-bis(trifluoromethyl)phenyl)ethyl)-3-methyl-1H-pyrazol-4-yl)-[2,3'-bipyridine]-5'-carboxamide FC(C1=C(C=CC(=C1)C(F)(F)F)C(C)N1N=C(C(=C1)NC(=O)C=1C=C(C=NC1)C1=NC=CC=C1)C)(F)F